2,2'-bi-1H-indene C1C(=CC2=CC=CC=C12)C=1CC2=CC=CC=C2C1